1,8-bis(dimethylamino)naphthalene CN(C1=CC=CC2=CC=CC(=C12)N(C)C)C